6-chloro-2-(1H-imidazol-1-yl)-N-((1r,4r)-4-methoxycyclohexyl)pyrimidine-4-carboxamide [6-[[6-methyl-4-(methylamino)-2-pyridyl]amino]-1,3-benzodioxol-4-yl]trifluoromethanesulfonate CC1=CC(=CC(=N1)NC=1C=C(C2=C(OCO2)C1)OS(=O)(=O)C(F)(F)F)NC.ClC1=CC(=NC(=N1)N1C=NC=C1)C(=O)NC1CCC(CC1)OC